CN(C1=CC=C(C=C1)C=CC=CC=O)C 5-(4-(dimethylamino)phenyl)penta-2,4-dienal